(1R,3S,5R)-3-Benzyl 2-tert-Butyl 5-(penta-1,4-dien-1-yl)-2-azabicyclo[3.1.0]hexane-2,3-dicarboxylate C(=CCC=C)[C@]12C[C@H](N([C@@H]2C1)C(=O)OC(C)(C)C)C(=O)OCC1=CC=CC=C1